1-((6-ethyl-3-methyloct-6-en-1-yl)oxy)naphthalene C(C)C(CCC(CCOC1=CC=CC2=CC=CC=C12)C)=CC